FC1=C(C=CC=2N=C(SC21)C)C(C)=O 1-(7-fluoro-2-methylbenzo[d]thiazol-6-yl)ethan-1-one